(2S,3S,4R,5R)-5-[4-amino-5-(1-methyl-1H-pyrazol-3-yl)-7H-pyrrolo[2,3-d]pyrimidin-7-yl]-3,4-dihydroxy-N-[2-(methylamino)quinolin-7-yl]oxolane-2-carboxamide NC=1C2=C(N=CN1)N(C=C2C2=NN(C=C2)C)[C@H]2[C@@H]([C@@H]([C@H](O2)C(=O)NC2=CC=C1C=CC(=NC1=C2)NC)O)O